4-{5-fluoro-2-[1-methylpyrrolidin-3-yl]-1H-pyrrolo[2,3-b]pyridin-4-yl}-1-[4-(trifluoromethoxy)benzoyl]piperidine FC=1C(=C2C(=NC1)NC(=C2)C2CN(CC2)C)C2CCN(CC2)C(C2=CC=C(C=C2)OC(F)(F)F)=O